3,7-Bis(3-oxetanyl)-5-oxa-nonane O1CC(C1)C(CC)COCC(CC)C1COC1